4-(chloromethyl)-N-(4,4-difluorocyclohexyl)-6-(3-methyl-1H-pyrazol-1-yl)pyrimidin-2-amine ClCC1=NC(=NC(=C1)N1N=C(C=C1)C)NC1CCC(CC1)(F)F